(E)-4-(4-(2-((4-aminobut-2-en-1-yl)amino)-5-carbamoyl-3-nitrophenoxy)but-2-yn-1-yl)piperazine-1-carboxylic acid isopropyl ester C(C)(C)OC(=O)N1CCN(CC1)CC#CCOC1=C(C(=CC(=C1)C(N)=O)[N+](=O)[O-])NC\C=C\CN